NC1=CC=C(C=C1)N1C2=C(NCCC1)C=1CCCCC1C=C2 5-(4-aminophenyl)-1,2,3,4,8,9,10,11-octahydronaphtho[1,2-b][1,4]diazepine